(methylamino)pyrazolo[1,5-a]pyridine CNC1=NN2C(C=CC=C2)=C1